hydrogen oxide barium [Ba].O